O=CCOC=CC=C 1,4-dioxaoctatrien